CC1=CC(=NN1C1=CC=C(C=C1)OC(F)(F)F)N1CC2NC(C1)C2 3-[5-methyl-1-[4-(trifluoromethoxy)phenyl]pyrazol-3-yl]-3,6-diazabicyclo[3.1.1]heptane